N-(3-(2-(1H-imidazol-1-yl)ethoxy)-1-((1r,4r)-4-morpholinocyclohexyl)-1H-pyrazol-4-yl)-5-(3-(((S)-1-(1H-tetrazol-1-yl)propan-2-yl)oxy)-4-chlorophenyl)pyrimidin-2-amine N1(C=NC=C1)CCOC1=NN(C=C1NC1=NC=C(C=N1)C1=CC(=C(C=C1)Cl)O[C@H](CN1N=NN=C1)C)C1CCC(CC1)N1CCOCC1